antimony tin oxide [Sn]=O.[Sb]